Ethyl 2-(acetoxy)-5-{[(benzyloxy) carbonyl] amino}-3-oxopentanoate C(C)(=O)OC(C(=O)OCC)C(CCNC(=O)OCC1=CC=CC=C1)=O